N-(4-(2-amino-1-((3,5-dicyano-6-(4-(dimethylamino)piperidin-1-yl)-4-ethylpyridin-2-yl)thio)-2-oxoethyl)-2-fluorophenyl)but-2-ynamide NC(C(SC1=NC(=C(C(=C1C#N)CC)C#N)N1CCC(CC1)N(C)C)C1=CC(=C(C=C1)NC(C#CC)=O)F)=O